C1(CC1)[C@@H](C)NC1=NC(=NC(=N1)N[C@H](C)C1CC1)C1=CC(=NC=C1)C(F)(F)F N2,N4-bis((R)-1-cyclopropylethyl)-6-(2-(trifluoromethyl)pyridin-4-yl)-1,3,5-triazine-2,4-diamine